O-((2R,3R,4S,5R)-4-(benzyloxy)-5-((benzyloxy)methyl)-2-(5-chloro-2,4-dioxo-3,4-dihydropyrimidin-1(2H)-yl)-5-methyltetrahydrofuran-3-yl) O-phenyl carbonothioate C(O[C@H]1[C@@H](O[C@]([C@H]1OCC1=CC=CC=C1)(C)COCC1=CC=CC=C1)N1C(NC(C(=C1)Cl)=O)=O)(OC1=CC=CC=C1)=S